6-bromo-1-(2-chlorophenyl)-7-cyclopropyl-quinazoline-2,4(1H,3H)-dione BrC=1C=C2C(NC(N(C2=CC1C1CC1)C1=C(C=CC=C1)Cl)=O)=O